ClC1=CC=C(C=C1)C1=CC=NC2=CC=CC=C12 4-(4-chlorophenyl)quinoline